[Cu].[Pt].[Ag] silver Platinum-copper